(2-chloro-5-iodo-4-pyridinyl)piperidin-3-ol ClC1=NC=C(C(=C1)N1CC(CCC1)O)I